1-isopropyl-6-methyl-4-oxo-1,4-dihydropyridine-3-carboxylic acid C(C)(C)N1C=C(C(C=C1C)=O)C(=O)O